C(C=C)(=O)NCC(=O)O[Si](OC(C)=O)(OC(C)=O)CCCC acrylamido-butyltriacetoxysilane